IC1=C(C=C(C2=CC=CC=C12)[N+](=O)[O-])C 1-Iodo-2-methyl-4-nitronaphthalene